2-(piperazin-1-ylmethyl)quinazolin-4(3H)-one N1(CCNCC1)CC1=NC2=CC=CC=C2C(N1)=O